(tert-Butyldimethylsilanyloxy)-1-(3-fluoro-5-methoxyphenyl)ethan-1-amine [Si](C)(C)(C(C)(C)C)OC(C)(N)C1=CC(=CC(=C1)OC)F